4-Chloro-3-[3-(morpholin-4-yl)propoxy]-5-nitrobenzamide ClC1=C(C=C(C(=O)N)C=C1[N+](=O)[O-])OCCCN1CCOCC1